8-((1-(Cyclopropyl-sulfonyl)cyclopropyl)methoxy)-1-methyl-2-oxo-1,2-dihydroquinoline-3-carboxylic acid C1(CC1)S(=O)(=O)C1(CC1)COC=1C=CC=C2C=C(C(N(C12)C)=O)C(=O)O